C(C)(C)C1=NN(C=C1B1OC(C(O1)(C)C)(C)C)C1OCCCC1 3-isopropyl-1-tetrahydropyran-2-yl-4-(4,4,5,5-tetramethyl-1,3,2-dioxaborolan-2-yl)pyrazole